3-[(2,5-dichlorothiophen-3-yl)formamido]-2,2-difluoropropanoic acid ClC=1SC(=CC1C(=O)NCC(C(=O)O)(F)F)Cl